5-{2-acetamidoimidazo[1,2-b]pyridazin-6-yl}-N-[(1S)-1-[2-fluoro-5-(trifluoromethoxy)phenyl]ethyl]-6-methylpyridine-3-carboxamide C(C)(=O)NC=1N=C2N(N=C(C=C2)C=2C=C(C=NC2C)C(=O)N[C@@H](C)C2=C(C=CC(=C2)OC(F)(F)F)F)C1